ClC=1C=C(C=CC1NC(C)=O)C=1C=CC2=C(C=3CN(C(C3C=C2)=O)CC(C(=O)N)=C)C1 2-{[8-(3-chloro-4-acetamidophenyl)-3-oxo-1H,2H,3H-benzo[e]isoindol-2-yl]methyl}prop-2-enamide